(S)-3-((3-chloro-5-methylbenzyl)amino)-4-oxo-4,6,7,8-tetrahydropyrrolo[1,2-a]pyrimidine-6-carboxylic acid ClC=1C=C(CNC2=CN=C3N(C2=O)[C@@H](CC3)C(=O)O)C=C(C1)C